FC1(CC=C(CC1)C=1C=CC=C2C=C(C=NC12)C(=O)NCC(C)O)F 8-(4,4-difluorocyclohex-1-en-1-yl)-N-(2-hydroxypropyl)quinoline-3-carboxamide